ClC1=C(C=CC(=C1)N1CCN(CC1)C)NC1=NC=C2C(=N1)N(C(N=C2)=O)C2CCCC2 7-((2-chloro-4-(4-methylpiperazin-1-yl)phenyl)amino)-1-cyclopentylpyrimido[4,5-d]pyrimidin-2(1H)-one